CCC(CC)NC(C1=C(C=CC=C1)O[C@@H](C)CCC)=O N-(pentan-3-yl)-2-[(2S)-pentan-2-yloxy]benzamide